(3-bromophenyl)-8-chloro-N-methyl-1-(methylthio)-[1,2,4]triazolo[4,3-a]quinazolin-5-amine BrC=1C=C(C=CC1)C1=C2C(=NC=3N(C2=CC(=C1)Cl)C(=NN3)SC)NC